(E)-N'-(3-chlorobenzyl)-6-(4-methoxyphenyl)pyrazine-2-carbohydrazide ClC=1C=C(CNNC(=O)C2=NC(=CN=C2)C2=CC=C(C=C2)OC)C=CC1